N-((R)-1-(3-amino-5-(trifluoromethyl)phenyl)ethyl)-2,8,8-trimethyl-6-(((S)-tetrahydrofuran-3-yl)oxy)-8,9-dihydrofuro[2,3-h]quinazolin-4-amine NC=1C=C(C=C(C1)C(F)(F)F)[C@@H](C)NC1=NC(=NC2=C3C(=C(C=C12)O[C@@H]1COCC1)OC(C3)(C)C)C